C1CC12NCC[C@H](C2)N2N=C1C(=CC(=CC1=C2)C2=NN1C(C(=NC(=C1)C)C)=C2)F 2-[2-[(7R)-4-azaspiro[2.5]oct-7-yl]-7-fluoro-indazol-5-yl]-4,6-dimethyl-pyrazolo[1,5-a]pyrazine